ClC=1C(N(N=CC1)CCCCN1CCOCC1)=O 4-chloro-2-[4-(morpholin-4-yl)butyl]-2,3-dihydropyridazin-3-one